BrCC=1C=C2C=CC3=C(NC(CC(N3C=3C=C(C#N)C=CC3)=O)=O)C2=CC1 3-(9-(Bromomethyl)-2,4-dioxo-1,2,3,4-tetrahydro-5H-naphtho[1,2-b][1,4]diazepin-5-yl)benzonitrile